1,1,1,3,3,3-Hexafluoropropan-2-yl (R)-1-((tetrahydro-2H-pyran-4-yl)carbamoyl)-6-azaspiro[2.5]octan-6-carboxylat O1CCC(CC1)NC(=O)[C@@H]1CC12CCN(CC2)C(=O)OC(C(F)(F)F)C(F)(F)F